C(C)[C@]1(NC(N(C(C1)=O)C1C(COC2=CC=C(C=C12)C(=O)N[C@H]1[C@@H](CC2=CC=CC=C12)O)OC)=N)C 4-[(4R)-4-ethyl-2-imino-4-methyl-6-oxo-hexahydropyrimidin-1-yl]-N-[(1R,2R)-2-hydroxyindan-1-yl]-3-methoxy-chromane-6-carboxamide